ClC=1C=C(C(=O)Cl)C=C(C1)CS(=O)(=O)C 3-Chloro-5-[(methylsulfonyl)methyl]benzoyl chloride